O1C(CCC1)C1OCCC1 BIS-TETRAHYDROFURAN